1-[4-(2,3-Dimethylphenyl)piperazin-1-yl]-2-{3-[4-(2-hydroxyethoxy)piperidin-1-carbonyl]-5,6-dihydrocyclopenta[c]pyrazol-1(4H)-yl}ethan-1-on CC1=C(C=CC=C1C)N1CCN(CC1)C(CN1N=C(C2=C1CCC2)C(=O)N2CCC(CC2)OCCO)=O